C(C)(C)(C)OC(=O)N1CCC2(CC(C2)C(=O)O)CC1 7-(tert-butoxycarbonyl)-7-azaspiro[3.5]nonane-2-carboxylic acid